(E)-3'-Cyano-5'-(3-hydroxy-4-methoxyphenyl)-2'-(4-((4-(3-(hydroxyamino)-3-oxoprop-1-en-1-yl)benzyl)amino)piperidin-1-yl)-[3,4'-bipyridine]-6-carboxamide formate C(=O)O.C(#N)C=1C(=NC=C(C1C=1C=NC(=CC1)C(=O)N)C1=CC(=C(C=C1)OC)O)N1CCC(CC1)NCC1=CC=C(C=C1)\C=C\C(=O)NO